C\C(=C(/C(=O)O)\C)\C(=O)O.CC(COCCO)(C)NC=1C2=C(N=C(N1)C1=CC=NC=C1)C=NC=C2 2-(2-methyl-2-{[2-(pyridin-4-yl)pyrido[3,4-d]pyrimidin-4-yl]amino}propoxy)ethan-1-ol dimethyl-(E)-but-2-enediate